3-nitro-4-(cyclohexylmethyl)aminobenzenesulfonamide [N+](=O)([O-])C=1C=C(C=CC1NCC1CCCCC1)S(=O)(=O)N